FC=1C=C(CC2=NC3=C(N2CCOC)C=C(C=C3)C(=O)OC)C=CC1C1=NC(=CC=C1)OCC1=C(C=NC=C1)OC Methyl 2-(3-fluoro-4-(6-((3-methoxypyridin-4-yl)methoxy)pyridin-2-yl)benzyl)-1-(2-methoxyethyl)-1H-benzo[d]imidazole-6-carboxylate